C(C)OC(C(C#N)NO)=O Ethyl(hydroxyamino)Cyanoacetate